NC1=C2C=NC(=NC2=CC(=C1F)C1=C(C2=C(OCCN2)N=C1)C)NC=1C=C2CCCN(C2=CC1)C(C)=O 1-[6-{[5-amino-6-fluoro-7-(8-methyl-2,3-dihydro-1H-pyrido[2,3-b][1,4]oxazin-7-yl)quinazolin-2-yl]amino}-3,4-dihydroquinolin-1(2H)-yl]ethan-1-one